F[B-](F)(F)F.C(CCCCCCCCCCCCCCC)[P+](CCCC)(CCCC)CCCC hexadecyl-tributyl-phosphonium tetrafluoroborate